FC1=C(C=CC=C1)C(C)(C)C1=NOC(=N1)C1=NC(=CC(=N1)O)O 2-{3-[2-(2-fluorophenyl)propan-2-yl]-1,2,4-oxadiazol-5-yl}pyrimidine-4,6-diol